N1CNC(CC1)=O hexahydro-1,3-diazin-4-one